C(C)[S@@](=O)(=N)C1=C(C=C(NC=2C(=NC(=C(N2)C)C2=CC=CC=3N(C=NC32)C)C(=O)N)C=C1C)C |o1:2| rel-(S)-3-[4-(Ethylsulfonimidoyl)-3,5-dimethyl-anilino]-5-methyl-6-(1-methylbenzimidazol-4-yl)pyrazin-2-carboxamid